SC=1NC(C=C(C1C#N)C1=CC=NC=C1)=O 2-mercapto-6-oxo-1,6-dihydro-[4,4-bipyridine]-3-carbonitrile